(S)-2-((1H-pyrazolo[3,4-d]pyrimidin-4-yl)amino)-4-((2-(2,2-difluoroethoxy)ethyl)(4-(5,6,7,8-tetrahydro-1,8-naphthyridin-2-yl)butyl)amino)butanoic acid N1N=CC=2C1=NC=NC2N[C@H](C(=O)O)CCN(CCCCC2=NC=1NCCCC1C=C2)CCOCC(F)F